C(C=C)OC=1C=C2C(=NC1)NC=C2C=C(C(=O)NC(C)C2=CC(=C(C=C2)OC)OC)C#N 3-(5-(allyloxy)-1H-pyrrolo[2,3-b]pyridin-3-yl)-2-cyano-N-(1-(3,4-dimethoxyphenyl)ethyl)acrylamide